O1CCOC12CCC(CC2)C2=CC=C(NC1=CC=C(C(=O)OCC)C=C1)C=C2 ethyl 4-[4-(1,4-dioxaspiro[4.5]decan-8-yl)anilino]benzoate